Cl.NC1=CC=C(C=C1)C1C(NC(CC1)=O)=O 3-(4-aminophenyl)piperidine-2,6-dione hydrochloride